ClC1=CC=C(OC2=CC=C(\C=C/3\C(=C(C4=CC(=CC=C34)C(C)C)CC(=O)O)C)C=C2)C=C1 (Z)-2-(1-(4-(4-Chlorophenoxy)benzylidene)-5-isopropyl-2-methyl-1H-inden-3-yl)acetic acid